triphenylphosphonium oxalate C(C(=O)[O-])(=O)[O-].C1(=CC=CC=C1)[PH+](C1=CC=CC=C1)C1=CC=CC=C1.C1(=CC=CC=C1)[PH+](C1=CC=CC=C1)C1=CC=CC=C1